(Z)-3-(dicyanomethylene)-4-((1-ethyl-5-methoxy-3,3-dimethyl-3H-indol-1-ium-2-yl)methylene)-2-(((Z)-1-ethyl-5-methoxy-3,3-dimethylindolin-2-ylidene)methyl)cyclobut-1-en-1-olate C(#N)C(=C/1C(=C(\C1=C/C1=[N+](C2=CC=C(C=C2C1(C)C)OC)CC)[O-])\C=C\1/N(C2=CC=C(C=C2C1(C)C)OC)CC)C#N